C(#C)C1=NC=C(C=N1)C1=C(C2=C(N=CN=C2C)N1C)C1=CC=C(C=C1)OC1=NC=CC(=N1)C 6-(2-ethynylpyrimidin-5-yl)-4,7-dimethyl-5-(4-((4-methylpyrimidin-2-yl)oxy)phenyl)-7H-pyrrolo[2,3-d]pyrimidine